{(2S,6R)-6-(5-methyl-2,4-dioxo-3,4-dihydropyrimidin-1(2H)-yl)-4-tritylmorpholin-2-yl}methyl (2-[{3,4,5-tris(octadecyloxy)benzoyloxy}oxy]ethyl)succinate C(CCCCCCCCCCCCCCCCC)OC=1C=C(C(=O)OOCCC(C(=O)OC[C@@H]2CN(C[C@@H](O2)N2C(NC(C(=C2)C)=O)=O)C(C2=CC=CC=C2)(C2=CC=CC=C2)C2=CC=CC=C2)CC(=O)[O-])C=C(C1OCCCCCCCCCCCCCCCCCC)OCCCCCCCCCCCCCCCCCC